1-(4-bromophenyl)-1H-pyrrole BrC1=CC=C(C=C1)N1C=CC=C1